NCCCN(C(CC)N)C N-(3-aminopropyl)-N-methylpropanediamine